[Br-].BrC=1C=CC=2NC3=CC=C(C=C3SC2C1)Br 3,7-dibromophenothiazine bromide